[3-oxabicyclo[3.1.0]hexan-1-yl]amine C12(COCC2C1)N